C(C)(C)(C)N(C(O)=O)[C@H](C(=O)NCCC1=C(C=C(C(=C1)OC)Br)OC)C(C)C.FC(C1=NC=CC(=C1)N1C=CC2=C(C=CC=C12)CN1CCOCC1)(F)F 4-((1-(2-trifluoromethylpyridin-4-yl)-1H-indol-4-yl)methyl)morpholine tert-butyl-(s)-(1-((4-bromo-2,5-dimethoxyphenethyl)amino)-3-methyl-1-oxobutan-2-yl)carbamate